Rac-8-fluoro-7-methyl-1,4-dioxaspiro[4.5]dec-8-ene-7-carboxylic acid ethyl ester C(C)OC(=O)[C@]1(CC2(OCCO2)CC=C1F)C |r|